(R)-1-(4-fluorophenyl)ethanamine FC1=CC=C(C=C1)[C@@H](C)N